tert-Butyl 4-[4-[7-fluoro-3-oxo-2-[(1RS)-1-(6,7-dihydro-5H-pyrrolo[1,2-c]imidazol-1-yl)-2-ethoxy-2-oxo-ethyl]isoindolin-5-yl]phenyl]piperazine-1-carboxylate FC=1C=C(C=C2C(N(CC12)[C@@H](C(=O)OCC)C1=C2N(C=N1)CCC2)=O)C2=CC=C(C=C2)N2CCN(CC2)C(=O)OC(C)(C)C |r|